C(CCC)OCC=1OC(=CC(C1)=O)COCCCC 2,6-dibutyloxymethyl-4-pyrone